O=C1NC(CCC1NC1=C(C#N)C=C(C(=C1)F)N1CCNCC1)=O 2-((2,6-dioxopiperidin-3-yl)amino)-4-fluoro-5-(piperazin-1-yl)benzonitrile